FC=1C(=C(C=CC1F)C(=O)N1CC(C1)(O)CNC=1C=C(C=CC1)NC(C)=O)NC1=C(C=C(C=C1)I)F N-[3-({[1-({3,4-difluoro-2-[(2-fluoro-4-iodophenyl)amino]Phenyl}carbonyl)-3-hydroxyazetidin-3-yl]Methyl}amino)phenyl]Acetamide